2'-[(4,4'-diamino[1,1'-biphenyl]-3,3'-diyl)dioxy]diacetic acid NC1=C(C=C(C=C1)C1=CC(=C(C=C1)N)OCC(=O)O)OCC(=O)O